ClC=1N=CC2=C(C=CC(=C2C1)C(=C)C)N1[C@@H]([C@H](C1)CS(=O)(=O)C)C 3-chloro-8-[(2R,3S)-3-(methylsulfonylmethyl)-2-methylazetidin-1-yl]-5-isopropenylisoquinoline